(S)-α-Amino-2'-chloro-5-(phosphonomethyl)[1,1'-biphenyl]-3-propanoic acid N[C@H](C(=O)O)CC=1C=C(C=C(C1)CP(=O)(O)O)C1=C(C=CC=C1)Cl